5-methyl-1'-[(1-methylpyrazol-4-yl)methyl]spiro[1H-2-benzothiophene-3,4'-piperidine] CC1=CC2=C(CSC23CCN(CC3)CC=3C=NN(C3)C)C=C1